1-methyl-6,7-dihydro-5H-cyclopenta[c]Pyridine-6-carboxylic acid ethyl ester C(C)OC(=O)C1CC2=C(C(=NC=C2)C)C1